octadec-9,11,13-triene CCCCCCCCC=CC=CC=CCCCC